2-CHLORO-4-(TRIFLUOROMETHYL)PYRIDINE-3-BORONIC ACID ClC1=NC=CC(=C1B(O)O)C(F)(F)F